(3S,4R)-3-({5-[2-(4-chloro-2-fluorophenyl)cyclopropyl]-1,3,4-oxadiazol-2-yl}amino)-4-(2,6-difluoro-4-methoxyphenyl)pyrrolidin-2-one ClC1=CC(=C(C=C1)C1C(C1)C1=NN=C(O1)N[C@@H]1C(NC[C@H]1C1=C(C=C(C=C1F)OC)F)=O)F